NC1=NC=C(C2=C1C=NN2COCC[Si](C)(C)C)NC(C(N2[C@H](CC[C@@H](C2)C)C=2SC=CC2)=O)=O |r| N-[4-amino-1-(2-trimethylsilylethoxymethyl)pyrazolo[4,3-c]pyridin-7-yl]-2-oxo-2-[rac-(2R,5S)-5-methyl-2-(2-thienyl)-1-piperidyl]acetamide